6H-pyrimido[5,4-b][1,4]oxazin-4-amine N1=CN=C(C=2OCC=NC21)N